C1CN(N(N(C1)[N+](=O)[O-])[N+](=O)[O-])[N+](=O)[O-] Hexahydrotrinitrotriazine